FC1=C(C(=O)N2CCN(CC2)C(CNCCOCCNC(=O)C2=NC=C(C=C2NC(OC(C)(C)C)=O)C2=CC(=CC=C2)OC)=O)C=C(C=C1)CC1=NNC(C2=CC=CC=C12)=O tert-butyl N-[2-[2-[2-[[2-[4-[2-fluoro-5-[(4-oxo-3H-phthalazin-1-yl)methyl]benzoyl]piperazin-1-yl]-2-oxo-ethyl]amino]ethoxy]ethylcarbamoyl]-5-(3-methoxyphenyl)-3-pyridyl]carbamate